NC1=CC(NC2=CC=CC=C12)=O 4-amino-quinolin-2-one